tert-butyl 3-amino-1H-pyrazole-1-carboxylate NC1=NN(C=C1)C(=O)OC(C)(C)C